2-bromo-5-(oxetan-3-ylidenemethyl)pyridine calcium [Ca].BrC1=NC=C(C=C1)C=C1COC1